1-(tert-butyldimethylsilyl)-3-(2-(dimethylamino)ethyl)-1H-indol-4-yl thiophene-2-carboxylate S1C(=CC=C1)C(=O)OC1=C2C(=CN(C2=CC=C1)[Si](C)(C)C(C)(C)C)CCN(C)C